cyclohexyl meta-toluate (3-cyclohexyl toluate) C1(CCCCC1)C1=C(C(=CC=C1)C)C(=O)O.C1(=CC(=CC=C1)C(=O)OC1CCCCC1)C